COCC1=CC=C(C=C1)C1=CC=C(C=C1)C1=NN(C(C1)C=1C=C2N=CC=NC2=CC1)C(CCC(=O)O)=O 4-(3-(4'-(Methoxymethyl)-[1,1'-biphenyl]-4-yl)-5-(quinoxalin-6-yl)-4,5-dihydro-1H-pyrazol-1-yl)-4-oxobutanoic acid